C1(=C(C=CC=C1)C=1NC2=CC=C(C=C2C1F)OCC1=CC=CC=C1)C1=CC=CC=C1 2-([1,1'-biphenyl]-2-yl)-5-(benzyloxy)-3-fluoro-1H-indole